6-(1-(1-cyclobutylazepan-4-yl)piperidin-4-yl)-1,4-dimethyl-2-(4-(methylsulfonyl)phenyl)-1H-benzo[d]imidazole C1(CCC1)N1CCC(CCC1)N1CCC(CC1)C=1C=C(C2=C(N(C(=N2)C2=CC=C(C=C2)S(=O)(=O)C)C)C1)C